1-(spiro[3.3]heptan-2-yl)ethyl carbonochloridate C(OC(C)C1CC2(C1)CCC2)(=O)Cl